CC1=CC=C(C=C1)S(=O)(=O)OC[C@H]1CN2C=3C(=C(SC3C(N1)=O)Br)CC(C2)(F)F (R)-(2-bromo-4,4-difluoro-9-oxo-4,5,6,7,8,9-hexahydro-3H-1-thia-5a,8-diazabenzo[cd]azulen-7-yl)methyl 4-methylbenzenesulfonate